N1-(Methylsulfonyl)-N2-(2,3,5,6-tetrafluoro-3'-(trifluoromethoxy)-[1,1'-biphenyl]-4-yl)cyclopent-1-ene-1,2-dicarboxamide CS(=O)(=O)NC(=O)C1=C(CCC1)C(=O)NC1=C(C(=C(C(=C1F)F)C1=CC(=CC=C1)OC(F)(F)F)F)F